N,N'-bis(dimethylaminomethylene)hydrazine hydrochloride Cl.CN(C)C=NN=CN(C)C